C(C)(C)(C)OC(CO)=O.CN(CC(CS(=O)(=O)[O-])O)C.[Na+] sodium 3-(dimethylamino)-2-hydroxypropyl-sulfonate tert-butyl-2-hydroxyacetate